ClC=1C=C(C=C(C1)NS(=O)(=O)C)NC(=O)C1=CN(C(=C1)C)C1=NC=CC=C1OCC=1C=NC=C(C1)F N-(3-chloro-5-(methylsulfonamido)phenyl)-1-(3-((5-fluoropyridin-3-yl)methoxy)pyridin-2-yl)-5-methyl-1H-pyrrole-3-carboxamide